4-bromo-2-methyl-N'-(2-(tetrahydro-2H-pyran-2-yl)acetyl)benzohydrazide BrC1=CC(=C(C(=O)NNC(CC2OCCCC2)=O)C=C1)C